CC(C[Mg]Cl)(C)C 2,2-Dimethylpropylmagnesium chloride